CC[C@H](C)C[C@H](C)C(=O)C1=C(C(=CNC1=O)C2=CC=C(C=C2)O)O The molecule is 2-Pyridone carrying as substituents a branched dimethylhexanoyl group, a hydroxy group and a p-hydroxyphenyl group at C-3, -4 and -5 respectively. Secondary metabolite produced by Aspergillus spp. It has a role as a fungal metabolite. It is a pyridone and a polyketide.